2'-O-methylguanosine-5'-O-triphosphate P(O)(=O)(OP(=O)(O)OP(=O)(O)O)OC[C@@H]1[C@H]([C@H]([C@@H](O1)N1C=NC=2C(=O)NC(N)=NC12)OC)O